CC1NCCC2(C1)OCCC1=C2SC(=C1C=O)C(F)(F)F 2'-methyl-2-(trifluoromethyl)spiro[4,5-dihydrothieno[2,3-C]pyran-7,4'-piperidine]-3-carbaldehyde